FC=1C=CC(=NC1C)C=1N=CC=2OCCN(C2N1)C1=CC=NC=C1C#N 4-(2-(5-fluoro-6-methylpyridin-2-yl)-6,7-dihydro-8H-pyrimido[5,4-b][1,4]oxazin-8-yl)nicotinonitrile